(trifluoromethyl)-6,7,8,9-tetrahydropyrido[3',2':4,5]pyrrolo[1,2-a]pyrazine-5-carbonitrile FC(F)(F)C=1C=CC=2C(=C3N(CCNC3)C2N1)C#N